(5,6-epoxyhexyl)triethoxysilane C(CCCC1CO1)[Si](OCC)(OCC)OCC